1-(4-((7-ethoxy-4-((2-fluoro-4-((1-(5-fluoro-6-methylpyridin-3-yl)-1H-pyrazol-3-yl)oxy)phenyl)amino)quinazolin-6-yl)amino)piperidin-1-yl)prop-2-en-1-one C(C)OC1=C(C=C2C(=NC=NC2=C1)NC1=C(C=C(C=C1)OC1=NN(C=C1)C=1C=NC(=C(C1)F)C)F)NC1CCN(CC1)C(C=C)=O